2-[4-(4-dimethylaminopiperidin-1-yl)-methylphenyl]-5-chloro-pyrrolo[1,2-b]pyridazine-7-carboxamide CN(C1CCN(CC1)C1=CC(=C(C=C1)C=1C=CC=2N(N1)C(=CC2Cl)C(=O)N)C)C